C(=O)O.CNC(C1=NC(=CC=C1)C([2H])([2H])[2H])=O.CNC(C1=NC(=CC=C1)C([2H])([2H])[2H])=O N-methyl-6-(methyl-d3)picolinamide hemiformate